COC=1C=C(C(=O)O[C@@H](CCN2CCN(CCC2)C(=O)OC(C)(C)C)C=C)C=C(C1OC)OC tert-butyl 4-[(3S)-3-(3,4,5-trimethoxybenzoyl) oxypent-4-enyl]-1,4-diazepane-1-carboxylate